C[C@]1([C@@H]([C@H](O[C@H]1N2C=CC(=NC2=O)NC(=O)C3=CC=CC=C3)COC(=O)C4=CC=CC=C4)OC(=O)C5=CC=CC=C5)F (2'R)-N-benzoyl-2'-deoxy-2'-fluoro-2'-methylcytidine 3',5'-dibenzoate